ethyl 4-((tert-butoxycarbonyl)amino)-1-(5-(6-ethoxy-1H-pyrazolo[3',4':3,4]pyrazolo[1,5-a]pyridin-4-yl)pyridin-2-yl)piperidine-4-carboxylate C(C)(C)(C)OC(=O)NC1(CCN(CC1)C1=NC=C(C=C1)C=1C=2N(C=C(C1)OCC)N=C1C2C=NN1)C(=O)OCC